(4-(dimethylamino)-8-(2,3,5-trifluorophenyl)quinolin-3-yl)carbamic acid tert-butyl ester C(C)(C)(C)OC(NC=1C=NC2=C(C=CC=C2C1N(C)C)C1=C(C(=CC(=C1)F)F)F)=O